methyl 2-(2,4-difluorobenzylamino)-5-bromopyridine-3-carboxylate FC1=C(CNC2=NC=C(C=C2C(=O)OC)Br)C=CC(=C1)F